2,3-dihydroxypyrazine OC1=NC=CN=C1O